NC=1SC2=C(C1C(=O)OC(C)(C)C)CCC(C2)(C(=O)OCC)C 3-tert-butyl 6-ethyl 2-amino-6-methyl-5,7-dihydro-4H-benzothiophene-3,6-dicarboxylate